cis-4-(2-{decahydropyrrolo[3,4-d]azepin-6-yl}-5-{1-methyl-1H-pyrazolo[3,4-b]pyridin-5-yl}-1,3-thiazol-4-yl)benzonitrile C1NC[C@@H]2[C@H]1CCN(CC2)C=2SC(=C(N2)C2=CC=C(C#N)C=C2)C=2C=C1C(=NC2)N(N=C1)C